ClC=1C(=NC=C(C1)C(F)(F)F)OC1CN(CC1)C(=O)OC(C)(C)C tert-butyl 3-(3-chloro-5-(trifluoromethyl)pyridin-2-yloxy)pyrrolidine-1-carboxylate